P(OC1=CC=CC2=CC=CC=C12)(=O)(Cl)Cl NAPHTHALEN-1-YL PHOSPHORODICHLORIDATE